1-(1-(4-(2,6-dioxopiperidin-3-yl)-3,5-difluorophenyl)piperidin-4-yl)-1H-pyrazole-4-carbaldehyde O=C1NC(CCC1C1=C(C=C(C=C1F)N1CCC(CC1)N1N=CC(=C1)C=O)F)=O